NC1=NC2=C(N1CCC1=CC=C(C=C1)Br)C(=CC(=C2)C#N)OC 2-amino-1-(4-bromophenyl-ethyl)-7-methoxy-1H-benzo[d]imidazole-5-carbonitrile